N-[[1-(difluoromethyl)-3-hydroxy-propyl]amino]carbamic acid tert-butyl ester C(C)(C)(C)OC(NNC(CCO)C(F)F)=O